N4-[1-(5-{2-[(dimethylamino)methyl]phenyl}-2-thienyl)ethyl]-2-methyl-N6-[2-(1H-pyrazol-1-yl)ethyl]pyrido[3,4-d]pyrimidine-4,6-diamine CN(C)CC1=C(C=CC=C1)C1=CC=C(S1)C(C)NC=1C2=C(N=C(N1)C)C=NC(=C2)NCCN2N=CC=C2